OCCC(=C)C 4-hydroxy-2-methyl-1-butene